N-(2-((2-(dimethylamino)ethyl)(methyl)amino)-4-ethoxy-5-((4-(3,3,5-trimethyl-2,3-dihydro-1H-pyrrolo[3,2-b]pyridin-1-yl)-1,3,5-triazin-2-yl)amino)phenyl)acrylamide CN(CCN(C1=C(C=C(C(=C1)OCC)NC1=NC=NC(=N1)N1CC(C2=NC(=CC=C21)C)(C)C)NC(C=C)=O)C)C